CC1(NC2=CC=CC=C2C12CCC1(CC2)OCCO1)CCC1=CC=CC=C1 methyl-2''-(2-phenylethyl)-2''H-dispiro[1,3-dioxolane-2,1'-cyclohexane-4',3''-indole]